C(OC1=C(C=C(C=C1)[N+](=O)[O-])CC1=CC=CC=C1)([O-])=O benzyl(4-nitrophenyl) carbonate